5-(4-fluorophenyl)-1-methyl-4-oxopyridine-3-carboxamide FC1=CC=C(C=C1)C=1C(C(=CN(C1)C)C(=O)N)=O